COC(CCOC1=NC=CC=C1C1=NC=C2NC(N(C2=N1)CC1=CC=C(C=C1)C=1N(C=C(N1)C(F)(F)F)C)=O)C 2-(2-(3-methoxybutoxy)pyridin-3-yl)-9-(4-(1-methyl-4-(trifluoromethyl)-1H-imidazol-2-yl)benzyl)-7,9-dihydro-8H-purin-8-one